3-({4-[(2-imino-2,3-dihydro-1,3-oxazol-3-yl)methyl]-1H-1,3-benzodiazol-2-yl}amino)-3-[3-(trifluoromethyl)phenyl]butan-1-ol N=C1OC=CN1CC1=CC=CC=2NC(=NC21)NC(CCO)(C)C2=CC(=CC=C2)C(F)(F)F